3-(5-bromofuran-2-yl)-2-methylcyclopent-2-enone BrC1=CC=C(O1)C1=C(C(CC1)=O)C